OC1CC2(CC(C2)C(=O)OC)C1 rac-methyl 6-hydroxyspiro[3.3]heptane-2-carboxylate